(R)-1-(3-(1-((6-ethyl-2,8,8-trimethyl-7,8-dihydro-6H-[1,4]oxazino[3,2-g]quinazolin-4-yl)amino)ethyl)-2-fluorophenyl)-1,1-difluoro-2-methylpropan-2-ol C(C)N1CC(OC2=C1C=C1C(=NC(=NC1=C2)C)N[C@H](C)C=2C(=C(C=CC2)C(C(C)(O)C)(F)F)F)(C)C